2-benzyl-2-azaspiro[3.3]heptan-6-yl (2R,5S)-4-(3,6-dimethylpyrazin-2-yl)-2,5-dimethylpiperazine-1-carboxylate CC=1C(=NC(=CN1)C)N1C[C@H](N(C[C@@H]1C)C(=O)OC1CC2(CN(C2)CC2=CC=CC=C2)C1)C